((3aR,5r,6aS)-5-(5-chloro-1H-indazol-7-yl)-5-hydroxyhexahydrocyclopenta[c]pyrrol-2(1H)-yl)(tetrahydro-2H-pyran-4-yl)methanone ClC=1C=C2C=NNC2=C(C1)C1(C[C@@H]2[C@@H](CN(C2)C(=O)C2CCOCC2)C1)O